N1N=CC2=CC(=CC=C12)C#CC1=NC(=NC=C1)C1=NC(=NC=C1)NCC1=C(C=CC=C1)OC ((1H-indazol-5-yl)ethynyl)-N-(2-methoxybenzyl)-[2,4'-bipyrimidin]-2'-amine